C(C)(=O)NCCN1N=C(C=C1C(F)F)C(=O)O 1-(2-acetamidoethyl)-5-(difluoromethyl)-1H-pyrazole-3-carboxylic acid